CNC(=O)C1=CC=C(C(=N1)C)C=1CCN(CC1)CC1=CC=2NC([C@H]3N(C2C=C1)CCCC3)=O (S)-N,2-dimethyl-1'-((6-oxo-6,6a,7,8,9,10-hexahydro-5H-pyrido[1,2-a]quinoxalin-3-yl)methyl)-1',2',3',6'-tetrahydro-[3,4'-bipyridine]-6-carboxamide